N-(6-(1-(4-((tetrAbutyldiphenylsilyl)oxy)-3-methyltetrahydrofuran-3-yl)piperidin-4-yl)-7-fluoroisoquinolin-3-yl)-6-oxaspiro[2.5]octane-1-carboxamide C(CCC)C=1C(=C(C(=C(C1)[SiH](OC1C(COC1)(C)N1CCC(CC1)C=1C=C2C=C(N=CC2=CC1F)NC(=O)C1CC12CCOCC2)C2=CC=CC=C2)CCCC)CCCC)CCCC